N-{2-[5-(dibenzyloxyphosphoryloxy)-1H-indol-3-yl]ethyl}(2-oxo-1-pyrrolidinyl)acetamide C(C1=CC=CC=C1)OP(=O)(OCC1=CC=CC=C1)OC=1C=C2C(=CNC2=CC1)CCNC(CN1C(CCC1)=O)=O